CN1C(N(C2=C1C=CC(=C2)NC2=NC=NC=C2C#N)C)=O 4-((1,3-Dimethyl-2-oxo-2,3-dihydro-1H-benzo[d]imidazol-5-yl)amino)pyrimidine-5-carbonitrile